ClC1=C(C=CC=C1)C=C(C(=O)N)C(=O)N o-chlorophenylmethylenemalonamide